B1CCOO1 4,5-dioxaborolan